N-(3-Chloro-5-(2-(5-chlorothiophen-2-yl)propan-2-yl)phenyl)-5-(2-(methylsulfonyl)propan-2-yl)benzo[b]thiophen-2-carboxamid ClC=1C=C(C=C(C1)C(C)(C)C=1SC(=CC1)Cl)NC(=O)C1=CC2=C(S1)C=CC(=C2)C(C)(C)S(=O)(=O)C